4-phenyl-1,3-oxazolidin-2-one C1(=CC=CC=C1)C1NC(OC1)=O